Dichlorosilacyclobutylidenebis[2-(5-methyl-2-furyl)-4-(3,5-di-tert-butylphenyl)-5,6-dimethyl-1-indenyl]zirconium ClC1(C[Si](C1)=[Zr](C1C(=CC2=C(C(=C(C=C12)C)C)C1=CC(=CC(=C1)C(C)(C)C)C(C)(C)C)C=1OC(=CC1)C)C1C(=CC2=C(C(=C(C=C12)C)C)C1=CC(=CC(=C1)C(C)(C)C)C(C)(C)C)C=1OC(=CC1)C)Cl